N-cycloheptyl-tert-butylmethylamine C1(CCCCCC1)N(C)C(C)(C)C